F[C@H]1[C@@H]2CCC[C@H](C[C@@H]1O)N2C(=O)O |r| (±)-(1S,2S,3S,5R)-2-fluoro-3-hydroxy-9-azabicyclo[3.3.1]Nonane-9-carboxylic acid